Ethyl (E)-3-((3,3-dibutyl-7-(ethylthio)-1,1-dioxido-5-phenyl-2,3,4,5-tetrahydro-1,5-benzothiazepin-8-yl)oxy)acrylate C(CCC)C1(CS(C2=C(N(C1)C1=CC=CC=C1)C=C(C(=C2)O/C=C/C(=O)OCC)SCC)(=O)=O)CCCC